C1(CC1)C(=O)NC1=CC=C2C(=N1)N(C=C2C=2C(=CC(=NC2)N(C(OC(C)(C)C)=O)C)OC)COCC[Si](C)(C)C tert-butyl N-[5-(6-cyclopropaneamido-1-[[2-(trimethylsilyl)ethoxy]methyl]pyrrolo[2,3-b]pyridin-3-yl)-4-methoxypyridin-2-yl]-N-methylcarbamate